O[C@@H]1C[C@H]2[C@H](CCC3=C(O2)C=C(C=C3)C(=O)O)[C@H]1\C=C\[C@@H]([C@@H](CCCC)C(F)(F)F)O (1R,2R,3aS,10aR)-2-hydroxy-1-[(1E,3S,4R)-3-hydroxy-4-(trifluoromethyl)-1-octen-1-yl]-2,3,3a,9,10,10a-hexahydro-1H-benzo[b]cyclopenta[f]oxepin-6-carboxylic acid